C(C(C)C)NC(C(=C)C)=O N-isobutyl-methacrylamide